N[C@H](CC1=C(C=2N=NC=C(C2S1)N[C@@H](C)C=1SC=CC1)Br)C 6-[(2S)-2-aminopropyl]-7-bromo-N-[(1S)-1-(thiophen-2-yl)ethyl]thieno[3,2-c]pyridazin-4-amine